O1N=C(CC1)OCCCCC1CCN(CC1)CCCN1C(CCC2=CC=CC=C12)=O 1-[3-[4-[4-(4,5-dihydroisoxazol-3-yloxy)butyl]-1-piperidyl]propyl]-3,4-dihydroquinolin-2-one